NC1=CC=C(CNC2=NN3C(N=C(C=C3O)CNCC3=CC=CC=C3)=N2)C=C1 2-(4-aminobenzyl)amino-5-(benzylamino)methyl-[1,2,4]triazolo[1,5-a]pyrimidin-7-ol